2-((2S)-4-(5-chloro-2'-(((S)-1-methylpyrrolidin-2-yl)methoxy)-3,4,5',8'-tetrahydro-2H,6'H-spiro[naphthalene-1,7'-quinazolin]-4'-yl)-1-(2-fluoroacryloyl)piperazin-2-yl)acetonitrile ClC1=C2CCCC3(CCC=4C(=NC(=NC4C3)OC[C@H]3N(CCC3)C)N3C[C@@H](N(CC3)C(C(=C)F)=O)CC#N)C2=CC=C1